CS(=O)(=O)[O-].C(CCC)[NH+]1C=C(C=C1)CC 1-Butyl-3-ethylpyrrolium methansulfonat